C(C)(C)(C)OC(=O)N1C(C[C@@H](C1)CC(C1=CC=CC=C1)N)(C)C.BrC=1SC(=C(N1)C=1C(=C(C=CC1)NC(C)=O)F)C1=NC(=NC=C1)SC N-(3-(2-bromo-5-(2-(methylthio)pyrimidin-4-yl)thiazol-4-yl)-2-fluorophenyl)acetamide tert-Butyl-(4S)-4-(2-amino-2-phenyl-ethyl)-2,2-dimethyl-pyrrolidine-1-carboxylate